O.OC=1C=C(C=C(C1)O)OC 3,5-dihydroxyanisole hydrate